4-(3-((2-((2-ethyl-4-((1R,5S)-8-methyl-3,8-diazabicyclo[3.2.1]octan-3-yl)phenyl)amino)-5-(trifluoromethyl)pyrimidin-4-yl)amino)propyl)-1,4-oxazepan-5-one C(C)C1=C(C=CC(=C1)N1C[C@H]2CC[C@@H](C1)N2C)NC2=NC=C(C(=N2)NCCCN2CCOCCC2=O)C(F)(F)F